2-(4,5-diphenyloxazol-2-yl)sulfanyl-N-(1-meth-ylbutyl)acetamide C1(=CC=CC=C1)C=1N=C(OC1C1=CC=CC=C1)SCC(=O)NC(CCC)C